N1N=CC(=C1)NC1=NC=C(C(=N1)N1C[C@]2([C@@](C1)(CN(C2)C(C#N)C=O)C)C)Cl ((3aR,6aS)-5-(2-((1H-pyrazol-4-yl)amino)-5-chloropyrimidin-4-yl)-3a,6a-dimethylhexahydropyrrolo[3,4-c]pyrrol-2(1H)-yl)-3-oxopropanenitrile